tert-Butyl (7-chloro-5-(4-(3,3-difluoroazetidin-1-ylsulfonyl)phenyl)benzofuran-2-yl)methylcarbamate ClC1=CC(=CC=2C=C(OC21)CNC(OC(C)(C)C)=O)C2=CC=C(C=C2)S(=O)(=O)N2CC(C2)(F)F